3-(bromomethyl)-5-chloro-benzonitrile BrCC=1C=C(C#N)C=C(C1)Cl